C(C1=CC=CC=C1)=[N+](CC1=CC=CC=C1)[O-] N-benzylidenebenzylamine-N-oxide